(R)-N7,N7,4-trimethyl-N1-(1-(2-methyl-3-(trifluoromethyl)phenyl)ethyl)phthalazine-1,7-diamine CN(C1=CC=C2C(=NN=C(C2=C1)N[C@H](C)C1=C(C(=CC=C1)C(F)(F)F)C)C)C